N-(((1r,3r)-1'-(methyl-d3)-2'-oxo-5'-((8-(trifluoromethyl)quinolin-2-yl)amino)-1',2'-dihydrospiro[cyclobutane-1,3'-pyrrolo[2,3-c]pyridin]-3-yl)methyl)cyclopropanecarboxamide C(N1C(C2(C=3C1=CN=C(C3)NC3=NC1=C(C=CC=C1C=C3)C(F)(F)F)CC(C2)CNC(=O)C2CC2)=O)([2H])([2H])[2H]